4-bromo-N-ethyl-2,6-dimethyl-7-oxo-6,7-dihydro-1H-pyrrolo[2,3-c]pyridine-3-carboxamide BrC=1C2=C(C(N(C1)C)=O)NC(=C2C(=O)NCC)C